6,7-dichloro-N-methylquinoxalin-2(1H)-one ClC=1C=C2N=CC(N(C2=CC1Cl)C)=O